C(CC(O)(C(=O)OC(CC)(CC)CC)CC(=O)OC(CC)(CC)CC)(=O)OC(CC)(CC)CC tri(3-ethyl-3-pentyl) citrate